OCC1CC(C1)NC(OC(C)(C)C)=O tert-butyl [(1r,3r)-3-(hydroxymethyl)cyclobutyl]carbamate